CC1=CC=C(C=N1)C(CN[C@@H]([C@H]1CNC2=C(N1)N=CC=C2)C2=CC=CC=C2)C 2-(6-methyl-3-pyridyl)-N-[(R)-phenyl-[(3R)-1,2,3,4-tetrahydropyrido[2,3-b]pyrazin-3-yl]methyl]propan-1-amine